(S)-4-(cyclopropylethynyl)-6-fluoro-7-(4-(methylsulfonyl)-benzyl)-4-(trifluoromethyl)-3,4-dihydroquinazolin-2(1H)-one C1(CC1)C#C[C@@]1(NC(NC2=CC(=C(C=C12)F)CC1=CC=C(C=C1)S(=O)(=O)C)=O)C(F)(F)F